C[C@@H]1CCNC(OCCC2=NC=C(C3=NN(C4=CC=C(O1)C=C34)C3OCCCC3)S2)=O (13R)-13-methyl-19-(oxan-2-yl)-8,14-dioxa-23-thia-4,10,19,20-tetraazatetracyclo[13.5.2.12,5.018,21]tricosa-1(20),2,4,15,17,21-hexaen-9-one